O[C@@]1(C=CC(=O)O1)CCCCCC(C(C)O)(C)O (4S)-4,10,11-trihydroxy-10-methyl-dodec-2-ene-1,4-lactone